2-((R)-3-((2,2-difluoro-5-(5,6,7,8-tetrahydro-1,8-naphthyridin-2-yl)pentyl)(methyl)amino)pyrrolidin-1-yl)-2-(3-fluoro-2-methoxy-5-(4-methyltetrahydro-2H-pyran-4-yl)phenyl)acetic acid FC(CN([C@H]1CN(CC1)C(C(=O)O)C1=C(C(=CC(=C1)C1(CCOCC1)C)F)OC)C)(CCCC1=NC=2NCCCC2C=C1)F